6-oxo-6-((3-pentyloctyl)oxy)hexanoic acid O=C(CCCCC(=O)O)OCCC(CCCCC)CCCCC